S(=O)(=O)([O-])S(=O)[O-].[Na+].[Na+] Natrium pyrosulfit